Tert-butyl 4-amino-4-(2,6-difluorophenyl)piperidine-1-carboxylate NC1(CCN(CC1)C(=O)OC(C)(C)C)C1=C(C=CC=C1F)F